5-cyclopropyl-3-(difluoromethyl)-2-(6-ethoxy-4-oxo-4,5-dihydro-2H-pyrazolo[3,4-d]pyrimidin-2-yl)benzonitrile C1(CC1)C=1C=C(C(=C(C#N)C1)N1N=C2N=C(NC(C2=C1)=O)OCC)C(F)F